4-(4-(3-isopropyl-2-(2-methylpyridin-4-yl)-1H-indol-5-yl)piperidine-1-carbonyl)-1-methylpyrrolidin-2-one C(C)(C)C1=C(NC2=CC=C(C=C12)C1CCN(CC1)C(=O)C1CC(N(C1)C)=O)C1=CC(=NC=C1)C